E-5-fluoro-3-(trifluoromethyl)benzene-1-carboxamide FC=1C=C(C=C(C1)C(=O)N)C(F)(F)F